ClC1=NC=CC(=N1)C1=C(N=C(S1)C1CCC2(CN(C2)C(=O)OC(C)(C)C)CC1)C1=C(C(=CC=C1)NS(=O)(=O)CCC)F tert-butyl 7-[5-(2-chloropyrimidin-4-yl)-4-[2-fluoro-3-(propane-1-sulfonamido)phenyl]-1,3-thiazol-2-yl]-2-azaspiro[3.5]nonane-2-carboxylate